Dimethyl-phenyl-sulfonium trifluoromethanesulfonate FC(S(=O)(=O)[O-])(F)F.C[S+](C1=CC=CC=C1)C